C(CCCCCCCC)SSC1=NSC(=N1)SSCCCCCCCCC 3,5-bis(n-nonyldithio)-1,2,4-thiadiazole